C(C)(C)C1=C(C(=CC=C1)C1=CC(=NC=C1)OCC=O)CC(=O)O 2-(2-isopropyl-6-(2-(2-oxoethoxy)pyridin-4-yl)phenyl)acetic acid